CC1=C(C=CC=C1)C1=NN=C(S1)[C@@H]1CC12CCN(CC2)S(=O)(=O)N (1R)-1-[5-(2-methylphenyl)-1,3,4-thiadiazol-2-yl]-6-azaspiro[2.5]octane-6-sulfonamide